BrCCCN1CC2(C1)CC(C2)OC2=C1C=CN(C(C1=C(C=C2)Cl)=O)C 5-[[2-(3-bromopropyl)-2-azaspiro[3.3]heptan-6-yl]oxy]-8-chloro-2-methyl-isoquinolin-1-one